NC=1N=C(SC1C(C1=CC=C(C=C1)OCC(=O)N(C1=C(C=CC=C1)C)C)=O)N(C1=CC=C(C=C1)F)C(C(=O)N)C (N-[4-Amino-5-[4-[2-(N,2-dimethylanilino)-2-oxoethoxy]benzoyl]thiazol-2-yl]-4-fluoroanilino)propanamid